CC(C(CC)NC([O-])=O)NC([O-])=O pentane-2,3-diyldicarbamate